NC1=NC(=NN1C)CCN1CC=2C=C(C=NC2C(C1)C=1OC=CC1)C 5-Amino-8-(2-furyl)-1-methyl-3-[2-(3-methyl-7,8-dihydro-5H-1,6-naphthyridin-6-yl)ethyl]-[1,2,4]triazol